C(C)(C)(C)OOC(C)(C)C1=CC=C(C=C1)C(C)(C)OOC(C)(C)C 1,4-di(t-butylperoxyisopropyl)benzene